(4s)-4-tert-butyl-2-oxazoline C(C)(C)(C)[C@@H]1N=COC1